(R)-1-(3-(3-chloro-5-(6-methoxypyrimidin-4-yl)phenyl)morpholino)prop-2-en-1-one ClC=1C=C(C=C(C1)C1=NC=NC(=C1)OC)[C@@H]1COCCN1C(C=C)=O